BrC1=CC2=C(NC=3N(CC2)N=C(C3C(=O)N)C3=CC=C(C=C3)OC3=CC=CC=C3)C=C1 7-bromo-2-(4-phenoxyphenyl)-9,10-dihydro-4H-benzo[d]pyrazolo[1,5-a][1,3]diazepine-3-carboxamide